N-(3-anilinophenyl)methacrylamide N(C1=CC=CC=C1)C=1C=C(C=CC1)NC(C(=C)C)=O